C(C)(C)(C)S(=O)NCC1=C(C=CC(=C1F)OC)S(=O)(=O)N(C)C 2-(((tert-butylsulfinyl)amino)methyl)-3-fluoro-4-methoxy-N,N-dimethylbenzenesulfonamide